FC(CC=CP(OCCCC)=O)(F)F n-butyl (2,2,2-trifluoroethyl)vinylphosphinate